N-[(4-{[(3R)-1-(methylsulfonyl)pyrrolidin-3-yl]amino}-3-nitrophenyl)sulfonyl]-2-(1H-pyrrolo[2,3-b]pyridin-5-yloxy)benzamide CS(=O)(=O)N1C[C@@H](CC1)NC1=C(C=C(C=C1)S(=O)(=O)NC(C1=C(C=CC=C1)OC=1C=C2C(=NC1)NC=C2)=O)[N+](=O)[O-]